Cl.NC\C=C(\CN1C=NC2=C1C=C(C=C2C2=CC(=NN2C)C(F)(F)F)C#N)/F (Z)-1-(4-amino-2-fluorobut-2-en-1-yl)-4-(1-methyl-3-(trifluoromethyl)-1H-pyrazol-5-yl)-1H-benzo[d]imidazol-6-carbonitrile Hydrochloride